NC1=C2C(=C3C(=N1)C=C(S3)C3=NNC=C3)NC(=N2)CCCO 3-(4-amino-7-(1H-pyrazol-3-yl)-1H-imidazo[4,5-d]thieno[3,2-b]pyridin-2-yl)-1-propanol